CN1C(N(CC1)C1CN(CCC1)C=1N=NC(=CN1)C(=O)N)=O 3-(3-(3-methyl-2-oxoimidazolin-1-yl)piperidin-1-yl)-1,2,4-Triazine-6-carboxamide